COC(C)(C)C1C(CC1)OC=1C=CC2=C(N=CO2)C1 5-(2-(2-methoxypropan-2-yl)cyclobutoxy)benzo[d]oxazole